[Te].[Zn] zinc-tellurium